7-[amino(4-methoxyphenyl)methyl]-5-nitroquinolin-8-ol NC(C1=CC(=C2C=CC=NC2=C1O)[N+](=O)[O-])C1=CC=C(C=C1)OC